(S)-5-amino-4-(4-fluoro-5-(4-(hydroxyethyl)pyridin-2-yl)-1-oxoisoindolin-2-yl)-5-oxopentanoic acid tert-butyl ester C(C)(C)(C)OC(CC[C@@H](C(=O)N)N1C(C2=CC=C(C(=C2C1)F)C1=NC=CC(=C1)CCO)=O)=O